[Pd].[Pd].C(C1=CC=CC=C1)=CC(=O)C=CC1=CC=CC=C1.C(C1=CC=CC=C1)=CC(=O)C=CC1=CC=CC=C1.C(C1=CC=CC=C1)=CC(=O)C=CC1=CC=CC=C1 tris(dibenzylidenaceton) dipalladium(0)